ClC1(CCCCC1)N=C=O Chloro-cyclohexyl isocyanate